CC1(N(CC2=C1N=C(N=C2N2[C@@H](COCC2)C)C2=C1C=CNC1=CC=C2)C(C2=CC=C(C=C2)S(=O)(=O)C)=O)C (R)-7,7-dimethyl-2-(1H-indol-4-yl)-6-(4-methylsulfonylbenzoyl)-4-(3-methylmorpholin-4-yl)-6,7-dihydro-5H-pyrrolo[3,4-d]pyrimidine